(S)-1-(6-(5-chloro-2-(((3S,4R)-3-hydroxytetrahydro-2H-pyran-4-yl)amino)pyrimidin-4-yl)-4-fluoro-1-isopropyl-1H-benzo[d]imidazol-2-yl)pyrrolidin-3-ol ClC=1C(=NC(=NC1)N[C@H]1[C@@H](COCC1)O)C=1C=C(C2=C(N(C(=N2)N2C[C@H](CC2)O)C(C)C)C1)F